N-(5-((5-(2-hydroxy-prop-2-yl)pyridin-2-yl)methoxy)-1,3,4-thiadiazol-2-yl)-2',6-dimethyl-(4,4'-bipyridine)-3-carboxamide OC(C)(C)C=1C=CC(=NC1)COC1=NN=C(S1)NC(=O)C=1C=NC(=CC1C1=CC(=NC=C1)C)C